4-(isoquinolin-1-ylamino)cyclohexanol C1(=NC=CC2=CC=CC=C12)NC1CCC(CC1)O